tolyl trifluoromethanesulfonate FC(S(=O)(=O)OC1=C(C=CC=C1)C)(F)F